O=S1(CCN(CC1)CCCCCCCCCCC(=O)O)=O 11-(1,1-dioxothiomorpholinyl)undecanoic acid